ClC=1C(=C(C=CC1)NC1=C(NC2=C1C(NCC2C[C@H]2OCCOC2)=O)C2=NC(=NC=C2)S(=O)C)OC 3-[(3-chloro-2-methoxyphenyl)amino]-7-[(2R)-1,4-dioxan-2-ylmethyl]-2-(2-methanesulfinylpyrimidin-4-yl)-1H,5H,6H,7H-pyrrolo[3,2-c]pyridin-4-one